N,2,2-Trimethyl-N-(2-((4aS,5aR)-5a-methyl-1,4,4a,5,5a,6-hexahydrocyclopropa[f]indazol-3-yl)-1H-imidazo[4,5-b]pyridin-6-yl)-3-morpholinopropanamide CN(C(C(CN1CCOCC1)(C)C)=O)C=1C=C2C(=NC1)N=C(N2)C2=NNC=1C[C@@]3([C@H](CC21)C3)C